C(OC1CN(C1)C(N(C)C1CC1)=O)(=S)SC O-(1-(cyclopropyl(methyl)carbamoyl)azetidin-3-yl) S-methyl carbonodithioate